2-(3-ethyl-4-oxo-spiro[6,8-dihydro-5H-pyrazolo[4,3-c]azepine-7,4'-tetrahydropyran]-1-yl)ethyl 4-methylthiazole-2-carboxylate CC=1N=C(SC1)C(=O)OCCN1N=C(C=2C(NCC3(CCOCC3)CC21)=O)CC